FC(CN1N=NC2=C1C=C(C=C2)C=2C(=C(N1N=C(N=C(C12)OC)N[C@@H]1[C@@H](CN(CC1)C1(COC1)C)F)[2H])F)F 5-(1-(2,2-difluoroethyl)-1H-benzo[d][1,2,3]triazol-6-yl)-6-fluoro-N-((3R,4S)-3-fluoro-1-(3-methyloxetan-3-yl)piperidin-4-yl)-4-methoxypyrrolo[2,1-f][1,2,4]triazin-7-d-2-amine